DOPA (1,2-dioleoyl-sn-glycero-3-phosphate) C(CCCCCCC\C=C/CCCCCCCC)(=O)OC[C@@H](OC(CCCCCCC\C=C/CCCCCCCC)=O)COP(=O)(O)O.O=C(O)[C@@H](N)CC1=CC=C(O)C(O)=C1